CC1=CC(=C(C=C1)C1=C(C=2C(=NC=CC2)N1)C=O)C1=CSC=C1 2-(4-methyl-2-(thiophen-3-yl)phenyl)-1H-pyrrolo[2,3-b]pyridine-3-carbaldehyde